O=C1N(CCC1)C1=CC=C(C=C1)C=1C(NC2=CC=C(C=C2C1)C1=CC=C(C=C1)N1CCN(CC1)C(C)C)=O 3-[4-(2-oxopyrrolidin-1-yl)phenyl]-6-{4-[4-(propan-2-yl)piperazin-1-yl]phenyl}-1,2-dihydroquinolin-2-one